NC1=NC=C(C=2C1=CNN2)NC(=O)C(=O)N(CC2=C(C(=CC=C2)C)C)CC2=CC=CC=C2 N-(4-amino-2H-pyrazolo[4,3-c]pyridin-7-yl)-N'-benzyl-N'-[(2,3-dimethylphenyl)methyl]oxamide